ethyl (R)-5-(2,4-dimethylpiperazin-1-yl)-2-nitrobenzoate C[C@H]1N(CCN(C1)C)C=1C=CC(=C(C(=O)OCC)C1)[N+](=O)[O-]